ethylene oxide methyl-acetoacetate COC(CC(=O)C)=O.C1CO1